C[Si](CCCCCCCC)(C)C[Mg]Cl ((dimethyl-(octyl)silyl)methyl)magnesium chloride